O=C1NCCC2(C1)CN(C1=CC=CC=C12)C1CC(C1)N1CCCCC1 OXO-1-[(1S,3S)-3-(PIPERIDIN-1-YL)CYCLOBUTYL]-1,2-DIHYDROSPIRO[INDOLE-3,4'-PIPERIDIN]